N1C=NC2=C1C=CC(=C2)N2C(OC[C@@H]2C2=CC=C(C=C2)N(CC)CC)=O (S)-3-(1H-Benzo[d]imidazol-5-yl)-4-(4-(diethylamino)phenyl)oxazolidin-2-on